Cl.NC[C@H](C(C)(O)C)F (R)-4-amino-3-fluoro-2-methylbutan-2-ol hydrochloride